(2-fluoro-4-(1H-1,2,4-triazol-3-yl)phenyl)-N-(3-(4-fluoropiperidin-1-yl)propyl)benzo[d]imidazo[2,1-b]thiazole-7-carboxamide hydrochloride Cl.FC1=C(C=CC(=C1)C1=NNC=N1)C=1N=C2SC3=C(N2C1)C=CC(=C3)C(=O)NCCCN3CCC(CC3)F